COC(=O)C1=C(N(C2=C(C=CC=C12)C=1C=NN(C1)CC(C)C)C)C 7-(1-isobutyl-1H-pyrazol-4-yl)-1,2-dimethyl-1H-indole-3-carboxylic acid methyl ester